tert-Butyl (S)-2-((S)-2-amino-3-(4-fluorophenyl)propanamido)-6-diazo-5-oxohexanoate N[C@H](C(=O)N[C@H](C(=O)OC(C)(C)C)CCC(C=[N+]=[N-])=O)CC1=CC=C(C=C1)F